OC1=CC=C(COC([C@@H](NN2C(CCC2=O)=O)[C@@H](C)CC)=O)C=C1 succinimidyl-isoleucine 4-hydroxybenzyl ester